(S,Z)-1-((((4-chlorophenyl)sulfonyl)imino)(3-(4-fluorophenyl)-4-phenyl-4,5-dihydro-1H-pyrazol-1-yl)methyl)piperidine-4-sulfonamide ClC1=CC=C(C=C1)S(=O)(=O)\N=C(\N1CCC(CC1)S(=O)(=O)N)/N1N=C([C@H](C1)C1=CC=CC=C1)C1=CC=C(C=C1)F